1-(5-(((1S,2S)-2-(3-(3-fluorophenyl)azetidin-1-yl)cyclopentyl)oxy)-1-oxoisoindolin-2-yl)-3-azabicyclo[3.1.1]heptane-2,4-dione FC=1C=C(C=CC1)C1CN(C1)[C@@H]1[C@H](CCC1)OC=1C=C2CN(C(C2=CC1)=O)C12C(NC(C(C1)C2)=O)=O